2-(3-(2-(2-Aminoethoxy)ethoxy)propanamido)-N-(3-cyclopropyl-1,2,4-thiadiazol-5-yl)benzamide NCCOCCOCCC(=O)NC1=C(C(=O)NC2=NC(=NS2)C2CC2)C=CC=C1